CN1N=CC(=C1)C=1C=C2C(=NC1)C(=CN2C)C(=O)N 6-(1-methyl-1H-pyrazol-4-yl)-1-methyl-1H-pyrrolo[3,2-b]pyridine-3-carboxamide